methyl-4-[(1-methylcyclopropyl)amino]-N-(trimethyl-1H-pyrazol-4-yl)furo[2,3-d]pyrimidine-5-carboxamide CC=1N=C(C2=C(N1)OC=C2C(=O)NC=2C(=NN(C2C)C)C)NC2(CC2)C